6-(6,8-dihydro-5H-imidazo[2,1-c][1,4]oxazine-3-carbonyl)-5,7-dihydro-4H-thieno[2,3-c]pyridine-3-carboxylic acid N=1C=C(N2C1COCC2)C(=O)N2CC1=C(CC2)C(=CS1)C(=O)O